(S)-quinuclidin-3-yl (6-(3,5-dimethyl-4-propoxyphenyl)-7-methoxy-2,2-dimethyl-1,2,3,4-tetrahydronaphthalen-1-yl)carbamate CC=1C=C(C=C(C1OCCC)C)C=1C=C2CCC(C(C2=CC1OC)NC(O[C@@H]1CN2CCC1CC2)=O)(C)C